C1NCC2C1CC(C2)NC2=CC=C(N=N2)C2=C(C(=O)N)C=CC=C2 (6-((octahydrocyclopenta[c]pyrrol-5-yl)amino)pyridazin-3-yl)benzamide